dimethylamino-morpholino-carbenium CN(C)[CH+]N1CCOCC1